6-[4-(4-chlorophenyl)-4-oxo-butyryl]pyridine-3-carboxylic acid ethyl ester C(C)OC(=O)C=1C=NC(=CC1)C(CCC(=O)C1=CC=C(C=C1)Cl)=O